methyl-6-aminoquinoline CC1=NC2=CC=C(C=C2C=C1)N